CC1=CC2=C(C=N1)N=CN2 6-methyl-1H-imidazo[4,5-c]pyridine